N-[4-(3-Cyanophenyl)-5-(4-methylquinazolin-6-yl)thiazol-2-yl]-1-oxa-6-azaspiro[3.3]heptane-6-carboxamide C(#N)C=1C=C(C=CC1)C=1N=C(SC1C=1C=C2C(=NC=NC2=CC1)C)NC(=O)N1CC2(CCO2)C1